dihydroxy-5-hydroxymethylnorbornane OC1C2(CC(C(C1)C2)CO)O